C(C)(=O)O[C@@H]1C([C@H](C2=C(C=CC(=C12)SC(F)(F)F)OC1=CC(=CC(=C1)F)Cl)O)F [(1S,3S)-4-(3-chloro-5-fluoro-phenoxy)-2-fluoro-3-hydroxy-7-(trifluoromethylsulfanyl)indan-1-yl] acetate